di(biphenylyl)[(phenylcarbazolyl)dibenzothiophenylphenyl]amine C1(=C(C=CC=C1)N(C1=C(C(=CC=C1)C1=C(C=CC=2C3=CC=CC=C3NC12)C1=CC=CC=C1)C1=CC=CC=2SC3=C(C21)C=CC=C3)C3=C(C=CC=C3)C3=CC=CC=C3)C3=CC=CC=C3